C1(CC1)C1=CC(=CC(=N1)N1C(C2=CC(=CC=C2C1)CNCC1(CCC1)O)=O)C=1N(N=CC1C1=NN=CN1C)C 2-{6-Cyclopropyl-4-[2-methyl-4-(4-methyl-1,2,4-triazol-3-yl)pyrazol-3-yl]pyridin-2-yl}-6-({[(1-hydroxycyclobutyl)methyl]amino}methyl)-3H-isoindol-1-one